(triisopropylsilyl)naphthalen-2-ol C(C)(C)[Si](C(C)C)(C(C)C)C1=C(C=CC2=CC=CC=C12)O